FC=1C(=C(C=C(C1)C1(OCCCC1)C)C(C(=O)O)N1C[C@@H](CC1)N(CCCCCC1=NC=2NCCCC2C=C1)C)OC 2-(3-fluoro-2-methoxy-5-(2-methyltetrahydro-2H-pyran-2-yl)phenyl)-2-((R)-3-(methyl(5-(5,6,7,8-tetrahydro-1,8-naphthyridin-2-yl)pentyl)amino)pyrrolidin-1-yl)acetic acid